FC=1C(=NC(=NC1)N[C@@H]1CC[C@H](CC1)C(=O)OC)C1=CC(=CC=C1)N1C(C=CC(=C1)C(F)(F)F)=O trans-methyl 4-((5-fluoro-4-(3-(2-oxo-5-(trifluoromethyl)pyridin-1(2H)-yl)phenyl)pyrimidin-2-yl)amino)cyclohexane-1-carboxylate